C(C=C)N prop-2-enamine